C(C)(C)(C)OC(=O)N1CCC(CC1)N1C=NC2=C(C1=O)SC(=C2)B(O)O 3-[1-(tert-butoxycarbonyl)piperidin-4-yl]-4-oxothieno[3,2-d]pyrimidin-6-ylboronic acid